6-((4-Cyano-2-fluorobenzyl)thio)-3',6'-dihydro-[2,4'-bipyridine]-1'(2'H)-carboxylic acid tert-butyl ester C(C)(C)(C)OC(=O)N1CCC(=CC1)C1=NC(=CC=C1)SCC1=C(C=C(C=C1)C#N)F